C1(CCCCC1)P(C1C(CCCC1)P(C1CCCCC1)C1CCCCC1)C1CCCCC1 1,2-bis(dicyclohexylphosphino)cyclohexane